[Si](C)(C)(C(C)(C)C)OCCCCCCNC(OC1=CC=C(C=C1)[N+](=O)[O-])=O 4-nitrophenyl 6-(tert-butyldimethylsilyloxy)hexylcarbamate